C1(=CC=CC=C1)S(=O)(=O)N1C=C(C=2C1=NC(=CC2)C=2N(N=NC2)C)C2=NC(=NC=C2C(F)(F)F)N[C@H]2CC[C@@H](N(C2)C(=O)OCC2=CC=CC=C2)C benzyl (2S,5S)-5-[[4-[1-(benzenesulfonyl)-6-(3-methyltriazol-4-yl) pyrrolo[2,3-b]pyridin-3-yl]-5-(trifluoromethyl)pyrimidin-2-yl]amino]-2-methyl-piperidine-1-carboxylate